3-(4-(benzyloxy)-6-methoxy-1-oxoisoindolin-2-yl)piperidine-2,6-dione C(C1=CC=CC=C1)OC1=C2CN(C(C2=CC(=C1)OC)=O)C1C(NC(CC1)=O)=O